4-[4-Cyano-6-(2,6-dichloro-4-methoxy-benzyl)-3-hydroxy-pyridin-2-yl]-4-oxo-butyric acid C(#N)C1=C(C(=NC(=C1)CC1=C(C=C(C=C1Cl)OC)Cl)C(CCC(=O)O)=O)O